NC1=NC=2N(C(C=NC2C(=N1)C=1OC(=CC1)C)=O)CCC1=CC=CC=C1 amino-4-(5-methylfuran-2-yl)-8-phenethylpteridin-7(8H)-one